(R)-4-(3-chloropyridin-4-yl)-N-(1-cyanopyrrolidin-3-yl)benzamide ClC=1C=NC=CC1C1=CC=C(C(=O)N[C@H]2CN(CC2)C#N)C=C1